(3,4-dimethoxyphenyl)-methoxymethanol COC=1C=C(C=CC1OC)C(O)OC